CC(C(=O)N)(C=O)C dimethyl-3-oxopropanamide